S1C2=C(C(=C1)C1C(=C(NC(=C1C#N)C)C)C(=O)OCC)C=CC=C2 Ethyl 4-(benzo[b]thiophen-3-yl)-5-cyano-2,6-dimethyl-1,4-dihydropyridin-3-carboxylat